1-Bromo-8-iododibenzothiophene 5,5-dioxide BrC1=CC=CC=2S(C3=C(C21)C=C(C=C3)I)(=O)=O